C(#N)C1=NC=CC(=C1)C1=NOC(=N1)[C@H](C)NC(=O)C1=CC(=NN1C)C(F)(F)F (S)-N-(1-(3-(2-cyanopyridin-4-yl)-1,2,4-oxadiazol-5-yl)ethyl)-1-methyl-3-(trifluoromethyl)-1H-pyrazole-5-carboxamide